O1CCOC2=C1C=CC(=C2)C(=O)[C@@H]2[C@H](C2)C=2N=NNN2 5-[(1S,2S)-2-[(2,3-dihydro-1,4-benzodioxin-6-yl)carbonyl]cyclopropyl]-2H-1,2,3,4-tetrazole